NC1=NC=CC2=C(C=CC=C12)C=1C=C2C(CC3(CCN(CC3)S(=O)(=O)C)C2=CC1)OC1=C(C(=CC=C1)C)CC(=O)O 2-(2-((5-(1-aminoisoquinolin-5-yl)-1'-(methylsulfonyl)-2,3-dihydrospiro[inden-1,4'-piperidin]-3-yl)oxy)-6-methylphenyl)acetic acid